Cl.C(#N)C=1C=C2C(=NC1)N(N=C2)C2=NC=C(C(=O)NC[C@H](C(C)(C)O)F)C(=C2)NC(C)C (R)-6-(5-cyano-1H-pyrazolo[3,4-b]pyridin-1-yl)-N-(2-fluoro-3-hydroxy-3-methylbutyl)-4-(isopropylamino)nicotinamide, hydrochloride